NC1=CC=CC(=N1)C(=O)NC1=C(C=C(C=C1OC(F)F)C(C(F)(F)F)(C(F)(F)F)F)Br 6-Amino-N-(2-bromo-6-(difluoromethoxy)-4-(perfluoropropan-2-yl)phenyl)pyridinecarboxamide